ClC1=CC=NC2=CC(=CC(=C12)OC)OC 4-chloro-5,7-dimethoxyquinoline